O=C1NC2(C3=CC(=CC=C13)NC(OC(C)(C)C)=O)CC2 tert-butyl N-(1'-oxospiro[cyclopropane-1,3'-isoindoline]-5'-yl)carbamate